4-methyl-2,3-dihydro-1H-indol-2-one CC1=C2CC(NC2=CC=C1)=O